tert-butyl 3-(7-bromo [1,2,4]triazolo[4,3-a]pyridin-3-yl)-3-methylazetidine-1-carboxylate BrC1=CC=2N(C=C1)C(=NN2)C2(CN(C2)C(=O)OC(C)(C)C)C